C(C)(C)(C)OC(=O)NCCOC1=CC(=C(C(=C1C(=O)OC(C)(C)C)F)F)F Tert-butyl 6-(2-((tert-butoxycarbonyl)amino)ethoxy)-2,3,4-trifluorobenzoate